menthol magnesium chloride [Cl-].[Mg+2].C1(CC(C(CC1)C(C)C)O)C.[Cl-]